2,4-dichloro-6-(3-(trifluoromethoxy)azetidin-1-yl)pyrimidine ClC1=NC(=CC(=N1)Cl)N1CC(C1)OC(F)(F)F